C(C=C)C1=C(C=CC=C1F)C1(CC(CCC1)=O)C=C 3-(2-allyl-3-fluorophenyl)-3-vinylcyclohexane-1-one